CC1=C(C(=O)O)C=CC=N1.N[C@@H](CS)C(=O)O cysteine (methyl nicotinate)